2-((2,6-bis(trifluoromethyl)pyridin-3-yl)sulfonyl)-6-(oxetan-3-ylmethyl)-2,6-diazaspiro[3.3]heptane FC(C1=NC(=CC=C1S(=O)(=O)N1CC2(C1)CN(C2)CC2COC2)C(F)(F)F)(F)F